Ethyl-1-(7-fluoro-4-isopropyl-2-(2-methoxyphenyl)quinolin-6-yl)-3-(hydroxymethyl)1H-1,2,4-triazol-5(4H)-one C(C)N1C(=NN(C1=O)C=1C=C2C(=CC(=NC2=CC1F)C1=C(C=CC=C1)OC)C(C)C)CO